N1(CCCCC1)C1C(N(C(CC1)=O)C1=NN(C2=CC=CC=C12)C)=O piperidin-1-yl-1-methyl-1H-indazol-3-yl-piperidine-2,6-dione